(1S)-1-((2S,4r)-(2-(aminomethyl)-6-oxo-5-oxa-7-azaspiro[3.4]oct-7-yl)ethyl)-3-(3-fluoro-4-((methylsulfonyl)methyl)phenyl)-1H-indole-2-carboxylate NCC1CC2(C1)OC(N(C2)CCN2C(=C(C1=CC=CC=C21)C2=CC(=C(C=C2)CS(=O)(=O)C)F)C(=O)[O-])=O